C(C1CO1)N(C1C(C=C(C=C1)CC1CO1)=O)CC1CO1 N,N-diglycidyl-4-glycidyloxo-aniline